6-({[(1S)-1-Cyclobutylethyl]amino}methyl)-3-fluoroimidazo[1,2-a]pyridine-8-carboxylic acid C1(CCC1)[C@H](C)NCC=1C=C(C=2N(C1)C(=CN2)F)C(=O)O